1-methyl-5-((R)-3-methylmorpholino)-3-(1-(tetrahydro-2H-pyran-2-yl)-1H-pyrazol-5-yl)-1H-pyrazolo[4,3-b]Pyridin-7-ol CN1N=C(C2=NC(=CC(=C21)O)N2[C@@H](COCC2)C)C2=CC=NN2C2OCCCC2